BrC1=C(C=CC(=C1)C(F)(F)F)C=1C=C2CCN(C(C2=CC1)=O)C=1C=CC(=C(C1)NS(=O)(=O)C1CCOCC1)OCOCCOC N-(5-(6-(2-bromo-4-(trifluoromethyl)phenyl)-1-oxo-3,4-dihydroisoquinolin-2(1H)-yl)-2-((2-methoxyethoxy)methoxy)phenyl)tetrahydro-2H-pyran-4-sulfonamide